[Si]([O-])([O-])([O-])[O-].[Sc+3].[Si]([O-])([O-])([O-])[O-].[Si]([O-])([O-])([O-])[O-].[Sc+3].[Sc+3].[Sc+3] scandium silicate